cis-rac-N4-(benzo[d]thiazol-6-yl)-N6-((3R,4S)-3-fluoro-1-methylpiperidin-4-yl)-7-(1-methyl-1H-pyrazol-3-yl)quinazoline-4,6-diamine S1C=NC2=C1C=C(C=C2)NC2=NC=NC1=CC(=C(C=C21)N[C@@H]2[C@@H](CN(CC2)C)F)C2=NN(C=C2)C |r|